(2R)-N,N-diethyl-2-(1-naphthoxy)propanamide C(C)N(C([C@@H](C)OC1=CC=CC2=CC=CC=C12)=O)CC